COC=1C=C(C=C(C1OC)OC)N1C([C@@H]([C@@H]1C1=CC(=C(C=C1)OC)O)COC(CCCC[Se]C#N)=O)=O (3S,4R)-1-(3,4,5-trimethoxyphenyl)-4-(3-hydroxy-4-methoxyphenyl)-3-(5-selenocyanovaleryloxymethyl)azetidin-2-one